[(1S)-3,3-difluorocyclopentyl]methanol FC1(C[C@H](CC1)CO)F